2-Bromo-5-(hydroxymethyl)-1,3-phenylene bis(4-methylbenzenesulfonate) CC1=CC=C(C=C1)S(=O)(=O)OC1=C(C(=CC(=C1)CO)OS(=O)(=O)C1=CC=C(C=C1)C)Br